2-((3-((4-azido-2,3,5,6-tetrafluorobenzoyl)oxy)-2,2-bis(((4-azido-2,3,5,6-tetrafluorobenzoyl)oxy)methyl)propoxy)methyl)propane-1,3-diylbis(4-azido-2,3,5-trifluoro-6-isopropylbenzoate) N(=[N+]=[N-])C1=C(C(=C(C(=O)OCC(COCC(CC2(C(=O)[O-])C(C(=C(C(=C2C(C)C)F)N=[N+]=[N-])F)F)CC2(C(=O)[O-])C(C(=C(C(=C2C(C)C)F)N=[N+]=[N-])F)F)(COC(C2=C(C(=C(C(=C2F)F)N=[N+]=[N-])F)F)=O)COC(C2=C(C(=C(C(=C2F)F)N=[N+]=[N-])F)F)=O)C(=C1F)F)F)F